C1(=CC=CC=C1)CS(=O)(=O)NC1=CC=C(C=C1)OC(F)(F)F 1-phenyl-N-(4-(trifluoromethoxy)phenyl)methanesulfonamide